N\C(=C/C(=O)OC)\C(OC)OC methyl (Z)-3-amino-4,4-dimethoxy-but-2-enoate